4-[4-(1,3-benzooxazol-5-yl)piperidin-1-yl]-1-methyl-2-oxo-1,2-dihydroquinoline-3-carbonitrile O1C=NC2=C1C=CC(=C2)C2CCN(CC2)C2=C(C(N(C1=CC=CC=C21)C)=O)C#N